1-(3-chloro-4-(trifluoromethyl)phenyl)-3-(2,4-difluoro-3-(quinoxaline-6-carbonyl)phenyl)urea ClC=1C=C(C=CC1C(F)(F)F)NC(=O)NC1=C(C(=C(C=C1)F)C(=O)C=1C=C2N=CC=NC2=CC1)F